3-(5-fluoro-3,3,4,4-tetramethyl-3,4-dihydro-isoquinolin-1-yl)quinoline FC1=C2C(C(N=C(C2=CC=C1)C=1C=NC2=CC=CC=C2C1)(C)C)(C)C